methyl 3-(1,4-dimethyl-1H-benzo[d][1,2,3]triazol-5-yl)-3-(3-(((R)-7-ethyl-1,7,8,10-tetrahydro-9H-[1,4]oxazepino[7,6-g]indazol-9-yl) methyl)-4-methylphenyl)-2,2-dimethylpropionate CN1N=NC2=C1C=CC(=C2C)C(C(C(=O)OC)(C)C)C2=CC(=C(C=C2)C)CN2C[C@H](OC1=CC=C3C=NNC3=C1C2)CC